2-morpholinoethyl 3-amino-4-(5-((4-fluoro-3-methylphenyl) carbamoyl) naphthalen-2-yl)-1H-indazole-1-carboxylate NC1=NN(C2=CC=CC(=C12)C1=CC2=CC=CC(=C2C=C1)C(NC1=CC(=C(C=C1)F)C)=O)C(=O)OCCN1CCOCC1